C(C(C)C)[Al](CCCCCCCCCCC=C)CC(C)C diisobutyl-(dodec-11-en-1-yl)aluminum